CN1N=C2CN(CCC2=C1C1=NC=CC=C1)C(=O)OC(C)(C)C tert-Butyl 2-methyl-3-(pyridin-2-yl)-4,5-dihydro-2H-pyrazolo[3,4-c]pyridine-6(7H)-carboxylate